(2R,3S,4S,5R)-4-[[3-(3,4-difluoro-2-methoxy-phenyl)-4,5-dimethyl-tetrahydrofuran-2-carbonyl]amino]pyridine-2-carboxamide FC=1C(=C(C=CC1F)[C@H]1[C@@H](O[C@@H]([C@H]1C)C)C(=O)NC1=CC(=NC=C1)C(=O)N)OC